4-amino-N,1-dimethyl-N-((1R)-1-(6-(trifluoromethyl)-3-pyridazinyl)ethyl)-1H-pyrazolo[4,3-c]quinoline-8-carboxamide NC1=NC=2C=CC(=CC2C2=C1C=NN2C)C(=O)N([C@H](C)C=2N=NC(=CC2)C(F)(F)F)C